methyl {3-oxo-2-[2-penten-1-yl]cyclopentyl}acetate O=C1C(C(CC1)CC(=O)OC)CC=CCC